ethyl ((4aR,6S,7R,8R,8aS)-6-(benzyloxy)-8-hydroxy-2-phenylhexahydropyrano[3,2-d][1,3]dioxin-7-yl)carbamate C(C1=CC=CC=C1)O[C@@H]1[C@@H]([C@H]([C@@H]2OC(OC[C@H]2O1)C1=CC=CC=C1)O)NC(OCC)=O